(S)-N-((2-(6-(3-hydroxy-3-(trifluoromethyl)pyrrolidin-1-yl)pyridin-2-yl)-1,6-naphthyridin-7-yl)methyl)-4-methyl-3-(methylsulfonyl)benzamide O[C@@]1(CN(CC1)C1=CC=CC(=N1)C1=NC2=CC(=NC=C2C=C1)CNC(C1=CC(=C(C=C1)C)S(=O)(=O)C)=O)C(F)(F)F